FC1=C(CNC(C2=CC=C(C=C2)N2CCN(CC2)C(CCSSC2=NC=C(C=C2)[N+](=O)[O-])=O)=O)C=CC(=C1)NC(=O)[C@@H]1[C@H](C1)C=1C=NC=CC1 N-(2-Fluoro-4-((1S,2S)-2-(pyridin-3-yl)cyclopropane-1-carboxamido)benzyl)-4-(4-(3-((5-nitropyridin-2-yl)disulfanyl)propanoyl)piperazin-1-yl)benzamide